[O-2].[Nb+5].[Ni+2] nickel-niobium oxide